[3-chloro-4-[(1-methylcyclopropyl)methoxy]phenyl]-[4-(5-methyloxazolo[4,5-b]pyridin-2-yl)piperazin-1-yl]methanone ClC=1C=C(C=CC1OCC1(CC1)C)C(=O)N1CCN(CC1)C=1OC=2C(=NC(=CC2)C)N1